C=C1C(C=C(C=C1)C)C methylene-2,4-dimethylbenzene